3-(bromomethyl)-1,1-difluorocyclohexane BrCC1CC(CCC1)(F)F